1,4-bis-(methylsulfonyloxy)-9,10-anthracenedione CS(=O)(=O)OC1=CC=C(C=2C(C3=CC=CC=C3C(C12)=O)=O)OS(=O)(=O)C